N-(8,9-difluoro-6-oxo-1,2,3,4,5,6-hexahydrobenzo[c][1,7]naphthyridin-1-yl)-N-methyl-1H-indole-2-carboxamide FC=1C(=CC2=C(C(NC=3CNCC(C23)N(C(=O)C=2NC3=CC=CC=C3C2)C)=O)C1)F